1-{6-[2-fluoro-4-(trifluoromethyl)phenyl]-1H-benzimidazol-1-yl}-2-methylpropan-2-ol FC1=C(C=CC(=C1)C(F)(F)F)C=1C=CC2=C(N(C=N2)CC(C)(O)C)C1